5-bromo-2-(2-methyl-2-azabicyclo[2.2.2]octan-4-yl)benzo[d]thiazole BrC=1C=CC2=C(N=C(S2)C23CN(C(CC2)CC3)C)C1